6-((1H-pyrazol-4-yl)sulfonyl)-2-((3-fluoro-5,6-dimethylpyridin-2-yl)methyl)phthalazin-1(2H)-one N1N=CC(=C1)S(=O)(=O)C=1C=C2C=NN(C(C2=CC1)=O)CC1=NC(=C(C=C1F)C)C